(S)-6-(3-Amino-6-(1-((4,5,5-trimethylmorpholin-2-yl)methyl)-1H-pyrazol-4-yl)pyrazin-2-yl)-2-(3,5-dimethoxyphenyl)pyridazin-3(2H)-on NC=1C(=NC(=CN1)C=1C=NN(C1)C[C@@H]1CN(C(CO1)(C)C)C)C=1C=CC(N(N1)C1=CC(=CC(=C1)OC)OC)=O